C1(CC1)C1=CC(=NO1)C(N1C[C@@H](N(C[C@H]1C)C=1C2=C(N(C(N1)=O)C)C=CC(=N2)C#N)C)C2=CC=C(C=C2)OC(F)(F)F 4-((2S,5R)-4-((5-Cyclopropylisoxazol-3-yl)(4-(trifluoromethoxy)phenyl)methyl)-2,5-dimethylpiperazin-1-yl)-1-methyl-2-oxo-1,2-dihydropyrido[3,2-d]pyrimidine-6-carbonitrile